palladium acetate, palladium salt [Pd+2].C(C)(=O)[O-].[Pd+2].C(C)(=O)[O-].C(C)(=O)[O-].C(C)(=O)[O-]